CC1(N(C(=C(C(=C1C(=O)O)C(=O)O)O)C(C)C)C)CCC1=CC=C(C=C1)OC.COC(=O)C=1C(=NC(=C(C1C(=O)OC)O)C(C)C)CCC1=CC=C(C=C1)OC 5-hydroxy-6-isopropyl-2-(4-methoxyphenylethyl)pyridine-3,4-dicarboxylic acid Dimethyl ester (Dimethyl 5-hydroxy-6-isopropyl-2-(4-methoxyphenethyl) pyridine-3,4-dicarboxylate)